3-(3-(5-((5-cyclopropyl-3-(2,6-dichlorophenyl)isoxazol-4-yl)methoxy)pyrazine-2-yl)-3-hydroxycyclobutyl)-5-methyl-benzoic acid C1(CC1)C1=C(C(=NO1)C1=C(C=CC=C1Cl)Cl)COC=1N=CC(=NC1)C1(CC(C1)C=1C=C(C(=O)O)C=C(C1)C)O